di-tert-butyl (R)-2-bromosuccinate Br[C@@H](C(=O)OC(C)(C)C)CC(=O)OC(C)(C)C